NC=1C2=C(N(C(N1)=O)C=1C(=C(C#N)C=CC1)F)N=C(C=C2)C2CC2 3-(4-amino-7-cyclopropyl-2-oxopyrido[2,3-d]pyrimidin-1(2H)-yl)-2-fluorobenzonitrile